Ethyl (5-(2,4-dimethoxy-5-((4-oxo-3,4-dihydrophthalazin-1-yl)methyl)phenyl)-1H-benzoimidazol-2-yl)carbamate COC1=C(C=C(C(=C1)OC)CC1=NNC(C2=CC=CC=C12)=O)C1=CC2=C(NC(=N2)NC(OCC)=O)C=C1